C(C1=CC=CC=C1)OC(C(C)(C)NC1=C(C=C(C(=N1)C(=O)OC)[N+](=O)[O-])C(F)(F)F)CC=C methyl 6-[(2-benzyloxy-1,1-dimethyl-pent-4-enyl)amino]-3-nitro-5-(trifluoromethyl)pyridine-2-carboxylate